C12(CC3CC(CC(C1)C3)C2)P(CCCC)C23CC1CC(CC(C2)C1)C3 di((3S,5S,7S)-adamantan-1-yl)(butyl)phosphane